2-(5-(3-((2-(3-carboxypropionyl)-6-methoxybenzo[b]selenophen-5-yl)oxy)propoxy)-6-methoxybenzo[b]selenophen-2-carbonyl)cyclobutane-1-carboxylic acid C(=O)(O)CCC(=O)C1=CC2=C([Se]1)C=C(C(=C2)OCCCOC2=CC1=C([Se]C(=C1)C(=O)C1C(CC1)C(=O)O)C=C2OC)OC